1-({[6-(trifluoromethyl)pyridin-2-yl]oxy}methyl)-3-azabicyclo[3.1.0]hexane hydrochloride Cl.FC(C1=CC=CC(=N1)OCC12CNCC2C1)(F)F